BrC=1C=CC=2C(N(C3=CC=CC1C23)C2CNCCC2)=O 3-(5-bromo-2-oxo-benzo[cJ]indol-1-yl)piperidine